C(C)C1=C(C(=O)NC)C=CC(=C1)NC=1C=2N(C=CN1)C(=CN2)C=2C(=NN(C2)CC2=NC=NC=C2)C(F)(F)F 2-ethyl-N-methyl-4-[[3-[1-(pyrimidin-4-ylmethyl)-3-(trifluoromethyl)pyrazol-4-yl]imidazo[1,2-a]pyrazin-8-yl]amino]benzamide